N-(3-bromo-4-fluorophenyl)-N'-hydroxyl-4-((2-(N-(2-hydroxylethyl)-sulfamoyl)ethyl)amino)-1,2,5-oxadiazol-3-formamidine BrC=1C=C(C=CC1F)NC(=NO)C1=NON=C1NCCS(NCCO)(=O)=O